(S)-3-ISOPROPYL-N-(1-PHENYLETHYL)-6-(PIPERIDIN-4-YLTHIO)IMIDAZO[1,2-A]PYRAZIN-8-AMINE DIHYDROCHLORIDE Cl.Cl.C(C)(C)C1=CN=C2N1C=C(N=C2N[C@@H](C)C2=CC=CC=C2)SC2CCNCC2